1-(2-phenylethyl)-4-nitro-1H-indazole C1(=CC=CC=C1)CCN1N=CC2=C(C=CC=C12)[N+](=O)[O-]